5-fluoro-2,3-dimethyl-4-(3-(N-methylvinylsulfonylamino)phenyl)-1H-indole-7-carboxamide FC=1C(=C2C(=C(NC2=C(C1)C(=O)N)C)C)C1=CC(=CC=C1)NS(=O)(=O)C=CC